COC(=O)C1(CNC2=CC=C(C=C12)F)C 5-Fluoro-3-methylindoline-3-carboxylic acid methyl ester